N1C=CC2=CC=C(C=C12)NC1=CC(=NC(=C1)NC1=CC=C2C=CNC2=C1)C#N 4,6-bis[(1H-indol-6-yl)amino]pyridine-2-carbonitrile